4,4'-diamino-3-methyl-azobenzene NC1=C(C=C(C=C1)N=NC1=CC=C(C=C1)N)C